(2s)-2,5-dimethylene-1,3-dioxolane C=C1OC(CO1)=C